C(C#C)OC1=CC=C(C[C@H](N)C(=O)O)C=C1 p-propargyloxy-phenylalanine